3-((2-(2-methyl-5-nitro-1H-imidazol-1-yl)ethyl)thio)-5-(p-tolyl)-4H-1,2,4-triazole-4-amine CC=1N(C(=CN1)[N+](=O)[O-])CCSC1=NN=C(N1N)C1=CC=C(C=C1)C